1-((4-Iodophenyl)(Phenyl)Methyl)Azetidin-3-Ol IC1=CC=C(C=C1)C(N1CC(C1)O)C1=CC=CC=C1